ethyl 4,6-dichloro-2-morpholino-pyrimidine-4-carboxylate ClC1(NC(=NC(=C1)Cl)N1CCOCC1)C(=O)OCC